BrC1=C(C(=C(C=O)C=C1)F)F 4-Bromo-2,3-difluorobenzaldehyde